CC(C)N(C(CSC1=NC2=C(N1)C(=C(C(=C2)F)F)F)=O)C(C)C N,N-bis(propan-2-yl)-2-[(5,6,7-trifluoro-1H-1,3-benzodiazol-2-yl)sulfanyl]acetamide